FC1=CC=C(OC=2SC(=C(N2)C)/C=C(/C(=O)C=2C(OC(=CC2O)C(CC/C=C/C(=O)O)C)=O)\C)C=C1 (E)-6-(3-((E)-3-(2-(4-fluorophenoxy)-4-methylthiazol-5-yl)-2-methylacryloyl)-4-hydroxy-2-oxo-2H-pyran-6-yl)hept-2-enoic Acid